3-(3-(((((3-chloro-4-(trifluoromethyl)phenethyl)(methyl)-amino)methyl)phenyl)amino)-2,5-dioxo-2,5-dihydro-1H-pyrrol-1-yl)piperidine-2,6-dione ClC=1C=C(CCN(C)CC2=C(C=CC=C2)NC=2C(N(C(C2)=O)C2C(NC(CC2)=O)=O)=O)C=CC1C(F)(F)F